C[Si](C1=CC=CC=C1)(C1=CC=CC=C1)C Dimethyl-diphenyl-silane